NC1=C(C=CC(=C1)NCC1=CC=C(C=C1)N)NC(CCCCCCCCC)=O N-(2-Amino-4-((4-aminobenzyl)amino)phenyl)decanamid